4-(4-(3,8-diazabicyclo[3.2.1]oct-3-yl)-2-((cis-2-(dimethylamino)cyclobutyl)methoxy)-8-fluoroquinazolin-7-yl)naphthalen-2-ol L-aspartate N[C@@H](CC(=O)O)C(=O)O.C12CN(CC(CC1)N2)C2=NC(=NC1=C(C(=CC=C21)C2=CC(=CC1=CC=CC=C21)O)F)OC[C@H]2[C@H](CC2)N(C)C